COC1=CC(=C(C(=O)O)C=C1OC)NC#CC 4,5-dimethoxy-2-propynylaminobenzoic acid